1,3-bis(1-adamantyl)imidazole hydroxide [OH-].C12(CC3CC(CC(C1)C3)C2)N2CN(C=C2)C23CC1CC(CC(C2)C1)C3